(2R)-2-({4-[(5-cyclopropyl-1H-pyrazol-3-yl)amino]-5-fluoropyrimidin-2-yl}-amino)-2-(4-fluorophenyl)ethanol methyl-4,6-dichloropyrimidine-2-carboxylate CC=1C(=NC(=NC1Cl)C(=O)OC[C@@H](C1=CC=C(C=C1)F)NC1=NC=C(C(=N1)NC1=NNC(=C1)C1CC1)F)Cl